FC([C@@H](NC)C1=CC=C(C=C1)C1CC(C2=C1C=NC=1N2N=C(C1)F)(C)C)(F)F (1S)-2,2,2-trifluoro-1-(4-(2-fluoro-8,8-dimethyl-7,8-dihydro-6H-cyclopenta[e]pyrazolo[1,5-a]pyrimidin-6-yl)phenyl)-N-methylethan-1-amine